5-bromo-2,3-dichloro-7-fluoro-quinoxaline BrC1=C2N=C(C(=NC2=CC(=C1)F)Cl)Cl